CN(C)CC=1C=C(C=CC1)C(C)N 1-(3-((dimethylamino)methyl)phenyl)ethylamine